C(C)(=O)N1CC2(C1)CC(C2)N2N=CC(=C2)C=2NC=CC2 2-(1-(2-acetyl-2-azaspiro[3.3]heptan-6-yl)-1H-pyrazol-4-yl)-1H-pyrrole